CN(S(=O)(=O)NC1=C(C(=O)NC2CC3CCC(C2)N3S(=O)(=O)C)C=C(C=C1)C(F)(F)F)C ((N,N-Dimethylsulfamoyl)amino)-N-(8-(methylsulfonyl)-8-azabicyclo[3.2.1]oct-3-yl)-5-(trifluoromethyl)benzamide